(((2R,3R,E)-5-((2S,3S,6S)-6-allyl-3-(methoxymethoxy)-3,6-dihydro-2H-pyran-2-yl)-3-methylhex-4-en-2-yl)oxy)(tert-butyl)dimethylsilane C(C=C)[C@H]1C=C[C@@H]([C@@H](O1)/C(=C/[C@H]([C@@H](C)O[Si](C)(C)C(C)(C)C)C)/C)OCOC